(S)-N-(5-(2-(2-aminopyridin-3-yl)-5-(1H-pyrazol-1-yl)-3H-imidazo[4,5-b]pyridin-3-yl)-2,3-dihydro-1H-inden-1-yl)-4-(benzyloxy)-5-(1,3-dioxolan-2-yl)-2-fluorobenzamide NC1=NC=CC=C1C1=NC=2C(=NC(=CC2)N2N=CC=C2)N1C=1C=C2CC[C@@H](C2=CC1)NC(C1=C(C=C(C(=C1)C1OCCO1)OCC1=CC=CC=C1)F)=O